tert-butyl (S)-(2-((tert-butoxycarbonyl)oxy)-2-(4-hydroxyphenyl)ethyl)carbamate C(C)(C)(C)OC(=O)O[C@H](CNC(OC(C)(C)C)=O)C1=CC=C(C=C1)O